6'-methyl-2'-(4-((4-(methylsulfonyl)piperidin-1-yl)methyl)phenyl)-1'-phenyl-3',6'-dihydro-7'H-spiro[cyclobutane-1,8'-dipyrrolo[2,3-b:3',2'-d]pyridin]-7'-one CN1C(C2(C3=C4C(=NC=C31)NC(=C4C4=CC=CC=C4)C4=CC=C(C=C4)CN4CCC(CC4)S(=O)(=O)C)CCC2)=O